Ethyl-4-hydroxyquinoline-2-carboxylate C(C)OC(=O)C1=NC2=CC=CC=C2C(=C1)O